C12CC(CC2C1)[C@@H](C(=O)NC1=CC=C(C=C1)C=1C(=[N+](C=CC1C(F)(F)F)[O-])C)NC(=O)C1=CC=NN1CC 3-(4-((2S)-2-(bicyclo[3.1.0]hexan-3-yl)-2-(1-ethyl-1H-pyrazole-5-carboxamido)acetamido)phenyl)-2-methyl-4-(trifluoromethyl)pyridine 1-oxide